NC1=CC=C(C=C1)CCN1C(OC(C1=O)C)C=1C(=NN(C1)C1=CC=C(C=C1)Br)C1=CSC=C1 3-(4-aminophenylethyl)-2-(1-(4-bromophenyl)-3-(thiophen-3-yl)-1H-pyrazol-4-yl)-5-methyloxazolidin-4-one